C(C1=CC=CC=C1)O[C@H]1C=C[C@H](C1)[C@@H](S(=O)(=O)C1=CC=CC=C1)[N+](=O)[O-] (((R)-((1S,4R)-4-(benzyloxy)cyclopent-2-en-1-yl)(nitro)methyl)sulfonyl)benzene